C(CCC)C(C(=O)OCCCCCCCC(=O)O)CCCCCC 8-((2-Butyloctanoyl)oxy)octanoic acid